N-(3-(dimethyl-amino)propyl)-N-methyl-4-nitrobenzamide CN(CCCN(C(C1=CC=C(C=C1)[N+](=O)[O-])=O)C)C